1-[3-(dibutylamino)propyl]biguanide C(CCC)N(CCCNC(=N)NC(=N)N)CCCC